(2-((5-chloro-2-(pyridin-4-ylamino)pyrimidin-4-yl)amino)phenyl)dimethylphosphine oxide ClC=1C(=NC(=NC1)NC1=CC=NC=C1)NC1=C(C=CC=C1)P(C)(C)=O